silver(1+) nitrate [N+](=O)([O-])[O-].[Ag+]